ON1C(=C(N=C(C1=O)CC(C)C)C(C(=O)O)C)C(C)C 2-(4-hydroxy-6-isobutyl-3-isopropyl-5-oxo-4,5-dihydropyrazin-2-yl)propanoic acid